[Ag].[Ti].FC1=C(C=CC(=C1F)C)C1=CC=C(C=C1)C1CCC(CC1)O 4-(2',3'-difluoro-4'-methyl-[1,1'-biphenyl]-4-yl)cyclohexanol titanium-silver